C(C)(C)(C)OC(=O)NC=1C=2N(C3C=C(C(=CC3N1)F)C(=O)OCC)C=NC2F Ethyl 4-(tert-butoxycarbonylamino)-3,7-difluoro-5a,9a-dihydroimidazo[1,5-a]quinoxaline-8-carboxylate